2,5-dimethoxy-4-ethylthio-N-hydroxyphenethylamine COC1=C(CCNO)C=C(C(=C1)SCC)OC